FC=1C=C(CC2CC3(C2)CCN(CC3)C(=O)OC(C)(C)C)C=CC1C1=NC(C=3N(C2=C1C(=C(S2)C)C)C(=NN3)C)CC=3OC=CN3 tert-butyl 2-(3-fluoro-4-(2,3,9-trimethyl-6-(oxazol-2-ylmethyl)-6H-thieno[3,2-f][1,2,4]triazolo[4,3-a][1,4]diazepin-4-yl)benzyl)-7-azaspiro[3.5]nonane-7-carboxylate